7-fluoro-4-p-toluenesulfonyl-8b-(trifluoromethyl)-3,3a,4,8b-tetrahydro-2H-furo[3,2-b]indole-3-carboxylic acid tert-butyl ester C(C)(C)(C)OC(=O)C1COC2(C1N(C=1C=CC(=CC21)F)S(=O)(=O)C2=CC=C(C)C=C2)C(F)(F)F